COC1=CC=C(C=C1)C#CC=1C2=C(SC1C=O)C1=CC=CC=C1C=C2 3-((4-methoxyphenyl)ethynyl)naphtho[1,2-b]Thiophene-2-carbaldehyde